C(C)(C)(C)OC(=O)N1CCC(CC1)CNC(C)=O 4-(acetamidomethyl)piperidine-1-carboxylic acid tert-butyl ester